(5s,7s)-2-(cyclopropylmethylsulfinyl)-7-fluoro-5-phenyl-6,7-dihydro-5H-pyrrolo[1,2-b][1,2,4]triazole C1(CC1)CS(=O)C=1N=C2N(N1)[C@@H](C[C@@H]2F)C2=CC=CC=C2